1-bromo-5-(difluoromethyl)-3-fluoro-2-Methyl-benzene BrC1=C(C(=CC(=C1)C(F)F)F)C